(R)-3-((5-chloro-4-(1H-pyrrolo[2,3-b]pyridin-3-yl)pyrimidin-2-yl)amino)piperidine-1-carboxylic acid tert-butyl ester C(C)(C)(C)OC(=O)N1C[C@@H](CCC1)NC1=NC=C(C(=N1)C1=CNC2=NC=CC=C21)Cl